N-(2-((S)-2-cyanopyrrolidin-1-yl)-2-oxoethyl)quinoline-4-carboxamide C(#N)[C@H]1N(CCC1)C(CNC(=O)C1=CC=NC2=CC=CC=C12)=O